FC=1C=C(C=CC1F)NC1(CCN(CC1)C(=O)OC(C)(C)C)CCO tert-butyl 4-((3,4-difluorophenyl)amino)-4-(2-hydroxyethyl)piperidine-1-carboxylate